(E)-N,N-Dimethyl-4-((S)-3-((5-((Z)-4,4,4-trifluoro-1-(3-fluoro-1H-indazol-5-yl)-2-phenylbut-1-en-1-yl)pyridin-2-yl)oxy)pyrrolidin-1-yl)but-2-enamide CN(C(\C=C\CN1C[C@H](CC1)OC1=NC=C(C=C1)\C(=C(\CC(F)(F)F)/C1=CC=CC=C1)\C=1C=C2C(=NNC2=CC1)F)=O)C